FC=1C=NN(C1)C1=CC=C(C=N1)[C@H](C)NC(=O)C1(CCC(CC1)C1=NC(=CC(=N1)C)NC1=NNC(=C1)C)OC (cis)-N-{(S)-1-(6-(4-fluoro-1H-pyrazol-1-yl)pyridin-3-yl)ethyl}-1-methoxy-4-(4-methyl-6-(5-methyl-1H-pyrazol-3-ylamino)pyrimidin-2-yl)cyclohexanecarboxamide